8-(2-(difluoromethyl)-4-methoxyphenyl)-9-(4-((1-(3-fluoropropyl)azetidin-3-ylidene)methyl)phenyl)-6,7-dihydro-5H-benzo[7]annulene-3-carboxylic acid FC(C1=C(C=CC(=C1)OC)C=1CCCC2=C(C1C1=CC=C(C=C1)C=C1CN(C1)CCCF)C=CC(=C2)C(=O)O)F